n-methyl-morpholin (1R,3S)-3-[5-(5-bromo-2-methylpyrazole-3-amido)-2H-pyrazol-3-yl]cyclopentyl-N-isopropylcarbamate BrC=1C=C(N(N1)C)C(=O)NC=1C=C(NN1)[C@@H]1C[C@@H](CC1)N(C(O)=O)C(C)C.CN1CCOCC1